C(C)(C)(C)N(C(=O)OCCC1=CC(=C(C(=C1)[N+](=O)[O-])OC)C1=NN(C=C1)C)C1=NC=CC(=C1)C(CC(F)(F)F)N=[N+]=[N-] 2-(4-methoxy-3-(1-methyl-1H-pyrazol-3-yl)-5-nitrophenyl)ethan-1-ol tert-butyl-(4-(1-azido-3,3,3-trifluoropropyl)pyridin-2-yl)carbamate